trans-2-((4-((S)-3-(3-cyano-5-fluorophenyl)isoxazolidine-2-carbonyl)cyclohexyl)methyl)-2H-indazole-6-carbonitrile C(#N)C=1C=C(C=C(C1)F)[C@H]1N(OCC1)C(=O)[C@@H]1CC[C@H](CC1)CN1N=C2C=C(C=CC2=C1)C#N